4-(bromomethyl)-5-cyclopropyl-3-(2-(trifluoromethyl)pyridin-3-yl)isoxazole BrCC=1C(=NOC1C1CC1)C=1C(=NC=CC1)C(F)(F)F